3-(benzofuran-3-yl)-1-(2-fluoroethyl)pyrazolo[4,3-c]Pyridine-6-carboxamide O1C=C(C2=C1C=CC=C2)C2=NN(C1=C2C=NC(=C1)C(=O)N)CCF